2,6'-dihydroxyacetophenone OCC(=O)C1=CC=CC=C1O